C(CCCCC(=O)N)(=O)N hexanediamide